C(#N)C1=C(CSC2=NOC(C2)(C)C)C=CC=C1 3-(2-cyanobenzylthio)-5,5-dimethyl-4,5-dihydroisoxazole